3-[4-fluoro-3-(hydroxymethyl)phenyl]-1-(oxan-2-yl)-1H-indazol-5-ol FC1=C(C=C(C=C1)C1=NN(C2=CC=C(C=C12)O)C1OCCCC1)CO